[((4-methyl-1H-benzotriazole-1-yl)methyl)imino]bisethane CC1=CC=CC=2N(N=NC21)CN(CC)CC